C(C)C=1C=CC=C2C=C(C=C(C12)C1=C(C=2N=C(N=C(C2C=N1)N1CC2CCC(C1)N2C(=O)OC(C)(C)C)O)F)OCOC tert-butyl 3-(7-(8-ethyl-3-(methoxymethoxy)naphthalen-1-yl)-8-fluoro-2-hydroxypyrido[4,3-d]pyrimidin-4-yl)-3,8-diazabicyclo[3.2.1]octane-8-carboxylate